2'-ethoxy-N-((R)-1-methylpyrrolidin-3-yl)-5-((3aS,5aS,8aR)-octahydrocyclopenta[2,1-b:5,1-b']dipyrrol-3(3aH)-yl)-[2,3'-bipyridine]-6-carboxamide C(C)OC1=NC=CC=C1C1=NC(=C(C=C1)C1CNC2=CCC3NCC[C@]321)C(=O)N[C@H]3CN(CC3)C